8,8'-(((1S,2S)-2-(HYDROXYMETHYL)CYCLOPROPYL)AZANEDIYL)BIS(N,N-DIDECYLOCTANAMIDE) OC[C@@H]1[C@H](C1)N(CCCCCCCC(=O)N(CCCCCCCCCC)CCCCCCCCCC)CCCCCCCC(=O)N(CCCCCCCCCC)CCCCCCCCCC